tert-butyl 4-[4-[4-[(5-bromo-1-methyl-imidazole-2-carbonyl)amino]-2-fluoro-benzoyl]piperazine-1-carbonyl]piperidine-1-carboxylate BrC1=CN=C(N1C)C(=O)NC1=CC(=C(C(=O)N2CCN(CC2)C(=O)C2CCN(CC2)C(=O)OC(C)(C)C)C=C1)F